COC(CC1=CC=C(C=C1)CN1CCN(CC1)C(=O)OC(C)(C)C)=O tert-Butyl 4-[[4-(2-methoxy-2-oxo-ethyl)phenyl]methyl]piperazine-1-carboxylate